ClC=1C=CC2=C(CCCO[C@H]2C2C(C(CO2)O)O)C1 5-[(1R)-7-chloro-1,3,4,5-tetrahydro-2-benzoxepin-1-yl]tetrahydrofuran-3,4-diol